5-(2-fluoro-6-methoxyphenyl)-3-(2-methyl-1,2,3,4-tetrahydroisoquinolin-7-yl)-1H-pyrazolo[4,3-c]pyridazin-6(5H)-one FC1=C(C(=CC=C1)OC)N1N=C2C(=CC1=O)NN=C2C2=CC=C1CCN(CC1=C2)C